C(#N)C(CCC(=O)O)(C)SCSSCC 4-cyano-4-[[(ethylthio)thiomethyl]thio]pentanoic acid